CC1N(CC(NC1)C)C(=O)[O-] 2,5-dimethyl-piperazine-1-carboxylate